ClC1=CC(=C2C=NNC2=C1)C1(C[C@@H]2[C@@H](CN(C2)C(C(C)C)=O)C1)O 1-((3aR,5r,6aS)-5-(6-chloro-1H-indazol-4-yl)-5-hydroxyhexahydrocyclopenta[c]pyrrol-2(1H)-yl)-2-methylpropan-1-one